ClC1=CC(=C(C=N1)NC(=O)C1(CNC1)C1=C(C=CC=C1)C(C)C)C1CC1 N-(6-chloro-4-cyclopropylpyridin-3-yl)-3-(2-isopropylphenyl)azetidine-3-carboxamide